[O-]S(=O)(=O)C(F)(F)F.C(CCCCCCCCC)[NH+]1CCC(CC1)CC 1-Decyl-4-ethylpiperidinium triflat